1-(4-methylphenyl)-[1]benzopyrano[3,4-d]imidazol-4(1H)-one CC1=CC=C(C=C1)N1C=NC2=C1C1=C(OC2=O)C=CC=C1